C(CCCCCC(C(=O)[O-])CC1=CC(=C(C(=C1)C(C)(C)C)O)C(C)(C)C)C(C(=O)[O-])CC1=CC(=C(C(=C1)C(C)(C)C)O)C(C)(C)C 1,6-Hexanediylbis[3-[4-hydroxy-3,5-bis(2-methyl-2-propanyl)phenyl]propanoate]